2,8-dimethyl-8-(1-((2-(trimethylsilyl)ethoxy)methyl)-1H-pyrazol-3-yl)-7,8-dihydro-6H-cyclopenta[e]pyrazolo[1,5-a]pyrimidine-6-carbonitrile CC1=NN2C(N=CC3=C2C(CC3C#N)(C3=NN(C=C3)COCC[Si](C)(C)C)C)=C1